[Si]([O-])([O-])([O-])[O-] orthosilicate